(3-(2-adamantyl)-5-methyl-cyclopentadienyl)(2,7-di-tert-butylfluorenyl)zirconium dichloride [Cl-].[Cl-].C12C(C3CC(CC(C1)C3)C2)C2=CC(C(=C2)C)[Zr+2]C2=C(C=CC=3C1=CC=C(C=C1CC23)C(C)(C)C)C(C)(C)C